6-[3-Ethoxy-5-(trifluoromethyl)phenyl]-N4-{[1-(methoxymethyl)cyclopentyl]methyl}-N4-methylpyridin-2,3,4-triamine C(C)OC=1C=C(C=C(C1)C(F)(F)F)C1=CC(=C(C(=N1)N)N)N(C)CC1(CCCC1)COC